C(C)(C)(C)OC(=O)N1CC2(CCNC2)CCC1 tert-Butyl-2,7-diazaspiro[4.5]decane-7-carboxylate